N-(2-cyanoethyl)-N-methyl-N-(3,3-dimethylbut-2-yl)-amine C(#N)CCN(C(C)C(C)(C)C)C